3-(4-chlorothieno[2,3-b]pyridin-2-yl)-2-methyl-2,5-dihydro-1H-pyrrole-1-carboxylic acid tert-butyl ester C(C)(C)(C)OC(=O)N1C(C(=CC1)C1=CC=2C(=NC=CC2Cl)S1)C